C(CCC)C1(OC(C2=C(C=C(C=C12)OC)I)=O)O 3-butyl-3-hydroxy-7-iodo-5-methoxyisobenzofuran-1(3H)-one